N-(4-(4-amino-5-(3-fluoro-4-((4-methylpyrimidin-2-yl)oxy)phenyl)-7-methyl-5H-pyrrolo[3,2-d]pyrimidin-6-yl)phenyl)-2-fluoropropionamide NC=1C2=C(N=CN1)C(=C(N2C2=CC(=C(C=C2)OC2=NC=CC(=N2)C)F)C2=CC=C(C=C2)NC(C(C)F)=O)C